ClC=1C=C(C=NC1OC)N1C(=CC=2C1=NC=CC2)C(=O)N2CC(C2)F (1-(5-Chloro-6-methoxypyridin-3-yl)-1H-pyrrolo[2,3-b]pyridin-2-yl)(3-fluoroazetidin-1-yl)methanone